2,4,6-tripropyl-1,3,5,2,4,6-trioxatriphosphorinane 2,4,6-trioxide C(CC)P1(OP(OP(O1)(CCC)=O)(CCC)=O)=O